CC(C[C@H](NC(CN1N=C(C=C1C1=CC=CC=C1)C1=C(C=CC=C1)OS(=O)(=O)C=1C=C(C=CC1)C)=O)B(O)O)C (R)-(3-Methyl-1-(2-(5-phenyl-3-(2-((m-tolylsulfonyl)oxy)phenyl)-1H-pyrazole-1-yl)acetamido)butyl)boronic acid